C(CCCCC)OC=1C(C=CN2N[C@H]3N(C(C21)=O)CCOC3)=O (R)-7-(Hexyloxy)-3,4,12,12a-Tetrahydro-1H-[1,4]Oxazino[3,4-c]Pyrido[2,1-f][1,2,4]Triazine-6,8-Dione